Cl.C(C)(C)(C)C1=NC(=NO1)C(=O)NC[C@@H]1[C@@H](CNCC1)F 5-(tert-butyl)-N-((cis-3-fluoropiperidin-4-yl)methyl)-1,2,4-oxadiazole-3-carboxamide hydrochloride